1-(4-((3S,4R)-7-hydroxy-3-(2-isopropylphenyl)isochroman-4-yl)phenyl)piperidine-4-carbaldehyde OC1=CC=C2[C@H]([C@H](OCC2=C1)C1=C(C=CC=C1)C(C)C)C1=CC=C(C=C1)N1CCC(CC1)C=O